C1(CCCC1)C1C(C1)C=1C=CC2=C(C(=C(O2)C)C(=O)O)C1 5-(2-cyclopentylcyclopropyl)-2-methylbenzofuran-3-carboxylic acid